C1(CCCC1)C1=CC=C(C=C1)NC(C1=C(C=CC(=C1)[N+](=O)[O-])SC1=NN=NN1CCN(C)C)=O N-(4-cyclopentylphenyl)-2-({1-[2-(dimethylamino)ethyl]-1H-tetrazol-5-yl}sulfanyl)-5-nitrobenzamide